C(C)OC1=C(C=NC=C1)N(C1=CC=C(C=C1)C(F)(F)F)C1CC(N(CC1)C(=O)OC(C)(C)C)C tert-butyl 4-[N-(4-ethoxy-3-pyridyl)-4-(trifluoromethyl)anilino]-2-methyl-piperidine-1-carboxylate